N,N-dimethyl-2-(4-(2-((4-morpholino-6-(3-(m-tolyl)-1H-pyrazol-1-yl)pyrimidin-2-yl)oxy)ethyl)-1H-pyrazol-1-yl)ethan-1-amine CN(CCN1N=CC(=C1)CCOC1=NC(=CC(=N1)N1CCOCC1)N1N=C(C=C1)C=1C=C(C=CC1)C)C